ClC1=CC=C(C=C1)NC(C(=O)OCC)C1CCCCC1 ethyl 2-((4-chlorophenyl) amino)-2-cyclohexylacetate